2-(cyclopentylmethoxy)-6-fluorobenzonitrile C1(CCCC1)COC1=C(C#N)C(=CC=C1)F